SC=1SC2=C(N1)C=CC=C2 sulfydryl-benzothiazole